2-fluoro-6-methylbenzyl alcohol FC1=C(CO)C(=CC=C1)C